N[C@H](C)C1=CC=C2C(=N1)N(C(=C2)C2=NC1=C(N2C2CC2)C=C(C(=C1)C(=O)OC(C)C)F)CCC=C isopropyl (R)-2-(6-(1-aminoethyl)-1-(but-3-en-1-yl)-1H-pyrrolo[2,3-b]pyridin-2-yl)-1-cyclopropyl-6-fluoro-1H-benzo[d]imidazole-5-carboxylate